N-(5-(2-(2-azabicyclo[2.2.1]heptan-2-yl)acetamido)-2-methylphenyl)-6-(1-methyl-1H-pyrazol-4-yl)pyrazolo[1,5-a]pyrazine-3-carboxamide C12N(CC(CC1)C2)CC(=O)NC=2C=CC(=C(C2)NC(=O)C=2C=NN1C2C=NC(=C1)C=1C=NN(C1)C)C